4-xylylmethylcarbamate C1=C(C(=C(C=C1)OC(NC)=O)C)C